(p-toluylcarbamoyl)picolinic acid methyl ester COC(C1=NC=CC=C1C(NC1=CC=C(C=C1)C)=O)=O